C(C)N1NNC=C1 3-ethyl-1H-1,2,3-triazole